ClC1=NN2C(N=CC3=C2C(CCN3C(=O)NC=3C=NC(=C(C3)Cl)N3N=CC=N3)(C)C)=C1 2-chloro-N-(5-chloro-6-(2H-1,2,3-triazol-2-yl)pyridin-3-yl)-9,9-dimethyl-8,9-dihydropyrazolo[1,5-a]pyrido[2,3-e]pyrimidine-6(7H)-carboxamide